5-methyl-[4,5'-bipyrimidine]-2-Carboxylic acid CC=1C(=NC(=NC1)C(=O)O)C=1C=NC=NC1